7-(((s)-tetrahydrofuran-3-yl)methoxy)quinazolin-4(3H)-one O1C[C@H](CC1)COC1=CC=C2C(NC=NC2=C1)=O